IC=1N=C(N2N=C(C=C(C21)C2=CC=NN2C)N2[C@@H](COCC2)C)C2=CC=NN2C2OCCCC2 (3R)-4-[5-iodo-4-(1-methyl-1H-pyrazol-5-yl)-7-[1-(tetrahydropyran-2-yl)-1H-pyrazol-5-yl]imidazo[1,5-b]pyridazin-2-yl]-3-methylmorpholine